4-methyl-6-[2-(trimethylsilyl)ethynyl]pyrimidine CC1=NC=NC(=C1)C#C[Si](C)(C)C